C(C)C=1C=C(CSC=2N=CCN2)C=C(C1)CC 2-((3,5-diethylbenzyl)thio)-4H-imidazole